Cl.N12CC(C(CC1)CC2)=O 3-quinuclidinone hydrochloride